FC(OC1=CC=C(C=C1)C1=CN=C(N1C)C(=O)NC1=CC(=C(C=C1)C(=O)N1CCN(CC1)CCN(C)C)CC)F 5-[4-(difluoromethoxy)phenyl]-N-[4-[4-[2-(dimethylamino)ethyl]piperazine-1-carbonyl]-3-ethyl-phenyl]-1-methyl-imidazole-2-carboxamide